O=C([C@H](O)[C@@H](O)[C@H](O)[C@H](O)C(=O)[O-])[O-].[Ca+2] Calcium (D-Glucarate)